3,3'-dicarboxy-4,4'-methylenebis(cyclohexylamine) C(=O)(O)C1CC(CCC1CC1C(CC(CC1)N)C(=O)O)N